4-Chloroazobenzene ClC1=CC=C(C=C1)N=NC1=CC=CC=C1